BrC=1C=C(C=CC1)SCCC#N 3-((3-bromophenyl)thio)propionitrile